COC=1C=C2C3=C(NC2=CC1)C1(NCC3)CCN(CC1)CC1=C(C=C(C(=C1)F)F)F 6'-Methoxy-1-(2,4,5-trifluorobenzyl)-2',3',4',9'-tetrahydrospiro[piperidine-4,1'-pyrido[3,4-b]indole]